[(1R,2S,4R)-2-hydroxy-4-{[5-({4-[(2-methylphenoxy)methyl]-2-thienyl}carbonyl)pyrimidin-4-yl]amino}cyclopentyl]methyl sulfamate S(N)(OC[C@@H]1[C@H](C[C@@H](C1)NC1=NC=NC=C1C(=O)C=1SC=C(C1)COC1=C(C=CC=C1)C)O)(=O)=O